C(C)S(=O)(=O)C1=NN2C(N=CC(=C2)C2=CC=CC=C2)=C1C1=NC=2C(=NC=C(C2)C(F)(F)F)N1C 2-(2-(ethylsulfonyl)-6-phenylpyrazolo[1,5-a]pyrimidin-3-yl)-3-methyl-6-(trifluoromethyl)-3H-imidazo[4,5-b]pyridine